3-((4-chloro-2-(1H-pyrazol-1-yl) phenyl) amino)-2,2-dimethyl-3-oxopropyl nitrate [N+](=O)(OCC(C(=O)NC1=C(C=C(C=C1)Cl)N1N=CC=C1)(C)C)[O-]